4-{2-oxo-1-[(2-piperidine-4-ylethyl)amino]-2-[(pyridine-4-ylmethyl)amino]ethyl}-benzoate O=C(C(NCCC1CCNCC1)C1=CC=C(C(=O)[O-])C=C1)NCC1=CC=NC=C1